NC=1N=C(SC1)C1=CC(=C(C(=O)OC)C=C1)F methyl 4-(4-aminothiazol-2-yl)-2-fluoro-benzoate